ClC=1C(=C(C=2C(=C(SN2)N2C(CN(CC2)C(C=C)=O)C(C)C)C1)F)C1=CC(=CC2=CC=CC=C12)O 1-(4-(5-chloro-7-fluoro-6-(3-hydroxy-1-naphthalenyl)-2,1-benzothiazol-3-yl)-3-(2-propanyl)-1-piperazinyl)-2-propen-1-one